ethyl normal butyl carbonate C(OCC)(OCCCC)=O